tert-butyl 4-[3-(2-oxo-1,3-dihydropyrrolo[2,3-b]pyridin-4-yl)phenyl]piperazine-1-carboxylate O=C1CC=2C(=NC=CC2C=2C=C(C=CC2)N2CCN(CC2)C(=O)OC(C)(C)C)N1